BrC=1C=C(C=2N(C(C=C(N2)N2CCOCC2)=O)C1)C(C)NC1=CC(=CC(=C1)F)F 7-bromo-9-(1-((3,5-difluorophenyl)amino)ethyl)-2-morpholino-4H-pyrido[1,2-a]pyrimidin-4-one